ClC1=CC(=C2C(=N1)N(C(=C2)CCl)COCC[Si](C)(C)C)C 6-chloro-2-(chloromethyl)-4-methyl-1-((2-(trimethylsilyl)ethoxy)methyl)-1H-pyrrolo[2,3-b]pyridine